7-isopropyl-2-methyl-pyrazolo[1,5-a]pyrimidine-5-carboxylic acid ethyl ester C(C)OC(=O)C1=NC=2N(C(=C1)C(C)C)N=C(C2)C